((R)-2-(3-Fluoro-2-methylphenyl)pyrrolidin-1-yl)-N-((R,E)-4-(methylsulfonyl)but-3-en-2-yl)pyrazine-2-carboxamide FC=1C(=C(C=CC1)[C@@H]1N(CCC1)C=1C(=NC=CN1)C(=O)N[C@H](C)\C=C\S(=O)(=O)C)C